1-methyl-1H-imidazole-5-carbaldehyde oxime CN1C=NC=C1C=NO